(2S,4S)-4-(5-(benzyloxy)-2-methylbenzofuran-3-carboxamido)pyrrolidine-2-carboxylic acid methyl ester COC(=O)[C@H]1NC[C@H](C1)NC(=O)C1=C(OC2=C1C=C(C=C2)OCC2=CC=CC=C2)C